tert-Butyl (3S,4S)-3-((6-bromo-3-methylpyridin-2-yl)carbamoyl)-2-azabicyclo[2.2.1]heptane-2-carboxylate BrC1=CC=C(C(=N1)NC(=O)[C@H]1N(C2CC[C@H]1C2)C(=O)OC(C)(C)C)C